FC(C1(C=CCC1)O)(F)F 1-(trifluoromethyl)cyclopent-2-en-1-ol